O=C1[C@H]2[C@@H]3CC[C@H]([C@@H](CC[C@@H](C(C)C)C)C)[C@]3(CC[C@@H]2[C@]2(CCCC[C@@H]2C1=O)C)C 7-oxo-5alpha-ergostan-6-one